6-methyl-2-(6-methylpyridin-2-yl)-5,6,7,8-tetrahydropyrido[4,3-d]pyrimidin-4(3H)-one CN1CC2=C(N=C(NC2=O)C2=NC(=CC=C2)C)CC1